C(#N)C=1C(=NC2=CC=CN=C2C1)C#N 3-cyano-1,5-naphthyridine-2-carbonitrile